7-fluoro-2H-3,1-benzoxazine-2,4(1H)-dione FC1=CC2=C(C(OC(N2)=O)=O)C=C1